rac-2-thiocarbonyl-3-(2-((2r,4r)-4-(trifluoromethyl)piperidin-2-yl)benzyl)-1,2,3,7-tetrahydro-6H-purin-6-one dihydrobromide Br.Br.C(=S)=C1NC(C=2NC=NC2N1CC1=C(C=CC=C1)[C@@H]1NCC[C@H](C1)C(F)(F)F)=O |r|